CC1=C(C=CC=C1C)NC1=C(C(=O)N2C=CC3=C2N=CC=2N3C(=CN2)[C@H]2CN(C[C@H]2CC)C(=O)NCC(F)(F)F)C=CC=C1 (3R,4S)-3-(3-(2-((2,3-Dimethylphenyl)amino)benzoyl)-3H-imidazo[1,2-a]pyrrolo[2,3-e]pyrazin-8-yl)-4-ethyl-N-(2,2,2-trifluoroethyl)pyrrolidine-1-carboxamide